C(C)C1(CCN(CC1)C1=C(C=NC2=CC=C(C=C12)F)C(=O)N1CCN(CC1)S(=O)(=O)C)C#N 4-ethyl-1-(6-fluoro-3-(4-(methylsulfonyl)piperazine-1-carbonyl)quinolin-4-yl)piperidine-4-carbonitrile